O.NC1=CC=CC=C1 aniline monohydrate